C(C)(C)(C)N(C(=O)C1=NN(C2=C3C(=CC=C12)C=C(C(=C3)C3=NN(C=C3)C)OC)C3=CC(=CC(=C3)Cl)Cl)C N-tert-butyl-1-(3,5-dichlorophenyl)-7-methoxy-N-methyl-8-(1-methylpyrazol-3-yl)benzo[g]indazole-3-carboxamide